C(#N)C=1C=CC(=C2C=CC=NC12)N1C[C@@]2(C[C@@]2(C1)C(F)(F)F)C(=O)NC1CCN(CC1)CC1CC1 (1S,5R)-3-(8-cyanoquinolin-5-yl)-N-(1-(cyclopropylmethyl)piperidin-4-yl)-5-(trifluoromethyl)-3-azabicyclo[3.1.0]hexane-1-carboxamide